(R)-3-((5-Fluoro-2-methyl-3-oxo-3,4-dihydroquinoxalin-6-yl)methyl)-N-methyl-1,2,3,4,4a,5-hexahydro-7H-pyrazino[2,1-c]pyrido[3,2-e][1,4]oxazepine-9-carboxamide FC1=C2NC(C(=NC2=CC=C1CN1C[C@@H]2COCC3=C(N2CC1)C=CC(=N3)C(=O)NC)C)=O